FC=1C(=C(C(O)=CC1)O)F difluorocatechol